COC1=CC(=CC(=C1O)OC)C=O The molecule is a hydroxybenzaldehyde that is 4-hydroxybenzaldehyde substituted by methoxy groups at positions 3 and 5. Isolated from Pisonia aculeata and Panax japonicus var. major, it exhibits hypoglycemic activity. It has a role as a hypoglycemic agent and a plant metabolite. It is a hydroxybenzaldehyde and a dimethoxybenzene.